2-(8-(2,5-difluoro-4-methylbenzyl)imidazo[1,2-a]pyrazin-6-yl)pyrimidin-4-ol FC1=C(CC=2C=3N(C=C(N2)C2=NC=CC(=N2)O)C=CN3)C=C(C(=C1)C)F